COC1=NC(=CC=C1N1N=CC=C1)B1OC(C(O1)(C)C)(C)C 2-methoxy-3-(pyrazol-1-yl)-6-(4,4,5,5-tetramethyl-1,3,2-dioxaborolan-2-yl)pyridine